CC1=C(C=2N(N=C1N1C(C=3C=C(C=NC3CC1([2H])[2H])NC1=C(C=NC=C1)C)([2H])[2H])C=NN2)C 6-(7,8-dimethyl-[1,2,4]triazolo[4,3-b]pyridazin-6-yl)-N-(3-methylpyridin-4-yl)-5,6,7,8-tetrahydro-1,6-naphthyridin-5,5,7,7-d4-3-amine